OCC(=O)NC1=NC=C(C(=C1)NC1=C(C(=CC=C1)C1=NN(C=N1)C)OC)C(CC)=O 2-Hydroxy-N-(4-((2-methoxy-3-(1-methyl-1H-1,2,4-triazol-3-yl)phenyl)amino)-5-propionylpyridin-2-yl)acetamide